(4R)-7-chloro-4-ethyl-3,4-dihydro-2H-5,1,2-benzoxathiazepine 1,1-dioxide ClC=1C=CC2=C(O[C@@H](CNS2(=O)=O)CC)C1